6-benzyl-N-(trans-3-methoxycyclobutyl)-N-methylpyridine-2,4-dicarboxamide C(C1=CC=CC=C1)C1=CC(=CC(=N1)C(=O)N(C)[C@@H]1C[C@H](C1)OC)C(=O)N